ClC=1C=CC(=C(C1)C1(NC(C=2C1=C(C1=C(N(N=C1C2)C)CC(F)F)C2SC1=C(N2C(=O)N)C=CC(=C1)F)=O)O)F [5-(5-chloro-2-fluorophenyl)-3-(2,2-difluoroethyl)-5-hydroxy-2-methyl-7-oxo-6,7-dihydro-5H-pyrrolo[4,3-f]indazol-4-yl]-6-fluoro-2,3-dihydrobenzo[d][1,3]thiazole-3-carboxamide